O1COC=2C1=C1C=NC=NC1=CC2 [1,3]dioxolo[4,5-f]quinazoline